2-(5-(2-((2,3-dihydro-1H-inden-2-yl)amino)-5,6,7,8-tetrahydroquinazolin-6-yl)-1,3,4-oxadiazol-2-yl)-1-(3,4,6,7-tetrahydro-5H-[1,2,3]triazolo[4,5-c]pyridin-5-yl)ethan-1-one C1C(CC2=CC=CC=C12)NC1=NC=2CCC(CC2C=N1)C1=NN=C(O1)CC(=O)N1CC2=C(CC1)N=NN2